fluorononenyl trifluoroethyl ether FC(COC=CCCCCCCCF)(F)F